C(CCCCCCCC)(=O)N[C@@H](CC1=CC=CC=C1)C(=O)O N-pelargonoyl-phenylalanine